2-(3-fluoro-2-((5-(morpholine-4-carbonyl)indolin-1-yl)methyl)allyl)isoindole-1,3-dione FC=C(CN1C(C2=CC=CC=C2C1=O)=O)CN1CCC2=CC(=CC=C12)C(=O)N1CCOCC1